3-amino-4-((S)-3-((S)-sec-butyl)-2-oxo-1,2,3,5-tetrahydro-4H-pyrido[3,4-e][1,4]diazepin-4-yl)cyclobut-3-ene-1,2-dione NC=1C(C(C1N1[C@H](C(NC2=C(C1)C=CN=C2)=O)[C@@H](C)CC)=O)=O